tert-butyl (3S,4R)-4-(2-chloro-8-oxo-7,8-dihydro-9H-purin-9-yl)-3-fluoropiperidine-1-carboxylate ClC1=NC=C2NC(N(C2=N1)[C@H]1[C@H](CN(CC1)C(=O)OC(C)(C)C)F)=O